C(C)(C)C1CCC(CC1)CN1C[C@@H](C([C@@H](C1)O)O)O (3S,4R,5R)-1-(((1r,4R)-4-isopropylcyclohexyl)methyl)piperidine-3,4,5-triol